6-cyano-4-(2-methoxyphenyl)pyridine-3-carboxylic acid C(#N)C1=CC(=C(C=N1)C(=O)O)C1=C(C=CC=C1)OC